(R)-3-(((6-(4-fluorophenyl)-4-((1-(2-(trifluoromethyl)pyrimidin-5-yl)ethyl)amino)quinazolin-8-yl)oxy)methyl)oxetan-3-ol FC1=CC=C(C=C1)C=1C=C2C(=NC=NC2=C(C1)OCC1(COC1)O)N[C@H](C)C=1C=NC(=NC1)C(F)(F)F